FC(C)(F)C1=NN(C2=NC=C(C=C21)OCC=2C(=C(C=CC2F)NS(=O)(=O)C=2C(=NC=C(C2)F)OC)F)COCC[Si](C)(C)C N-[3-([[3-(1,1-Difluoroethyl)-1-[[2-(trimethylsilyl)ethoxy]methyl]pyrazolo[3,4-b]pyridin-5-yl]oxy]methyl)-2,4-difluorophenyl]-5-fluoro-2-methoxypyridine-3-sulfonamide